[Si]=O silicon monooxide